NC1=NC=NC=2C3=C(\C(\C(C12)(C)C)=N/OCCCO)C=C(C=C3)O[C@@H]3CC[C@H](CC3)N 3-[(Z)-[4-amino-8-(trans-4-aminocyclohexyloxy)-5,5-dimethyl-benzo[h]quinazolin-6-ylidene]amino]oxypropan-1-ol